CCCCCCCC/C=C\\CCCCCCCC(=O)OC[C@H](COP(=O)(O)OCCN)OC(=O)CCCCCCC/C=C\\C/C=C\\CCCCC The molecule is a 1,2-diacyl-sn-glycero-3-phosphoethanolamine in which the acyl groups at positions 1 and 2 are specified as stearoyl and linoleoyl respectively. It has a role as a mouse metabolite. It derives from an oleic acid and a linoleic acid. It is a tautomer of a 1-oleoyl-2-linoleoyl-sn-glycero-3-phosphoethanolamine zwitterion.